NCC(=O)N1CC(CCC1)C1=C(N(C=C1)S(N)(=O)=O)C(=O)O [1-(2-Aminoacetyl)-3-piperidinyl]-1-sulfamoyl-pyrrole-2-carboxylic acid